S1C=NC(=C1)CNC=1N=CC2=C(N1)CNCC2 {[(1,3-thiazol-4-yl)methyl]amino}-5,6,7,8-tetrahydropyrido[3,4-d]pyrimidin